[I-].C[N+](C)(C)CCOC(C1=CN=CC=C1)=O N,N,N-trimethyl-2-(nicotinoyloxy)ethyl-ammonium iodide